1-imino-1λ6-thiomorpholine 1-oxide N=S1(CCNCC1)=O